C(#N)C=1C=C2C(=NC1)N(N=C2)C2=NC=C(C(=O)NC[C@H](C(C)(C)O)F)C(=C2)N[C@H](CO)C(C)C 6-(5-cyano-1H-pyrazolo[3,4-b]pyridin-1-yl)-N-((R)-2-fluoro-3-hydroxy-3-methylbutyl)-4-(((S)-1-hydroxy-3-methylbutan-2-yl)amino)nicotinamide